CC=1C=C(C=CC1N)NC1=CC=CC=C1 3-methyl-N1-phenylbenzene-1,4-diamine